NC1=NN2C(C=C(C=C2)C=2C(=NC=C(C(=O)[O-])C2)Cl)=N1.[Li+] Lithium 5-(2-amino-[1,2,4]triazolo[1,5-a]pyridin-7-yl)-6-chloronicotinate